4-aminoquinolinequinone NC=1C(C(N=C2C=CC=CC12)=O)=O